2-bromo-2-(4-bromophenyl)acetaldehyde BrC(C=O)C1=CC=C(C=C1)Br